N-(2-amino-4-((4-(trifluoromethyl)benzyl)amino)phenyl)-3-cyclohexylpropanamide NC1=C(C=CC(=C1)NCC1=CC=C(C=C1)C(F)(F)F)NC(CCC1CCCCC1)=O